1-(tert-butyl)-N-((5-(7-(((3S,4R)-3-fluoro-1-methylpiperidin-4-yl)amino)-3-vinylpyrazolo[1,5-a]pyridin-2-yl)-1,3,4-thiadiazol-2-yl)methyl)-1H-pyrazole-4-carboxamide C(C)(C)(C)N1N=CC(=C1)C(=O)NCC=1SC(=NN1)C1=NN2C(C=CC=C2N[C@H]2[C@H](CN(CC2)C)F)=C1C=C